N=1N=C(CC=2C1C=CN2)N Pyrrolo[3,2-c]Pyridazin-3-amine